COC(C1=CC(=C(C(=C1)O)C(C)C)O)=O 3,5-dihydroxy-4-isopropyl-benzoic acid methyl ester